(2-(4-chlorophenyl)pyrazolo[1,5-a]pyrimidin-6-yl)(3,5-difluoro-2-hydroxyphenyl)methanone ClC1=CC=C(C=C1)C1=NN2C(N=CC(=C2)C(=O)C2=C(C(=CC(=C2)F)F)O)=C1